[4-(3a,7a-dihydro-1H-indazol-6-yl)-3,6-dihydro-2H-pyridin-1-yl]carboxylic acid tert-butyl ester C(C)(C)(C)OC(=O)N1CCC(=CC1)C=1C=CC2C=NNC2C1